N-(5,5-difluorotetrahydro-2H-pyran-3-yl)-6-(1H-imidazol-1-yl)-4-methylpicolinamide FC1(CC(COC1)NC(C1=NC(=CC(=C1)C)N1C=NC=C1)=O)F